[6-[3-(1-fluorocyclopropyl)-1H-1,2,4-triazol-5-yl]-2-azaspiro[3.3]heptan-2-yl]-[3-[5-[[1-(trifluoromethyl)cyclopropyl]methoxy]pyrazin-2-yl]azetidin-1-yl]methanone FC1(CC1)C1=NNC(=N1)C1CC2(CN(C2)C(=O)N2CC(C2)C2=NC=C(N=C2)OCC2(CC2)C(F)(F)F)C1